(8-(1,3-dimethyl-1H-pyrazol-5-yl)-5-(((5-fluoro-2,3-dihydrobenzofuran-4-yl)methyl)amino)imidazo[1,2-c]pyrimidin-2-yl)methanol CN1N=C(C=C1C=1C=2N(C(=NC1)NCC1=C(C=CC3=C1CCO3)F)C=C(N2)CO)C